NC1=CC=C(OC2=CC=C(C=C2)OC2=CC=C(C=C2)OC2=CC=C(C=C2)N)C=C1 (4-(4-aminophenoxy) phenyl) ether